C(CCCCCCCCCCC)OC[C@@H](OCCCCCCCCCCCC)CO 1,2-didodecyl-sn-glycerol